(3-hydroxypropyl)(methyl)carbamic acid tert-butyl ester C(C)(C)(C)OC(N(C)CCCO)=O